FC1=CC=C(C=C1)C=1SC(=CN1)C 2-(4-fluorophenyl)-5-methylthiazole